CC(C=C)(CCC=C(C)C)C(C(=O)O)(C)C.C(C(C)C)(=O)OC(C)(C=C)CCC=C(C)C Linalyl Isobutyrate (3,7-dimethylocta-1,6-dien-3-yl 2-methylpropanoate)